ClC1=C2NC(=NC2=NC=N1)[C@@H]1N(CCC1)C(=O)OCC1=CC=CC=C1 Benzyl (R)-2-(6-chloro-7H-purin-8-yl)pyrrolidine-1-carboxylate